FC=1C(=NC(=C(C1)F)OCC=1C=C2C=NN(C2=CC1)C)N1CCC2(CC2C2=NC3=C(N2C[C@H]2OCC2)C=C(C=C3)C(=O)O)CC1 2-(6-(3,5-difluoro-6-((1-methyl-1H-indazol-5-yl)methoxy)pyridin-2-yl)-6-azaspiro[2.5]octan-1-yl)-1-((S)-oxetan-2-ylmethyl)-1H-benzo[d]imidazole-6-carboxylic acid